NC1=C2C(=NC=N1)N(N=C2C2=CC=C(C=C2)OC2=CC=CC=C2)C2CCN(CC2)CCN2CC(CC2)CSC=2C=C1CN(C(C1=CC2)=O)C2C(NC(CC2)=O)=O 3-(5-(((1-(2-(4-(4-amino-3-(4-phenoxyphenyl)-1H-pyrazolo[3,4-d]pyrimidin-1-yl)piperidin-1-yl)ethyl)pyrrolidin-3-yl)methyl)thio)-1-oxoisoindolin-2-yl)piperidine-2,6-dione